tert-butyl 3'-chloro-7'-[(3,4-dimethylphenyl)methyl]-6'-oxospiro[azetidine-3,5'-pyrrolo[2,3-c]pyridazine]-1-carboxylate ClC1=CC2=C(N=N1)N(C(C21CN(C1)C(=O)OC(C)(C)C)=O)CC1=CC(=C(C=C1)C)C